C(C)(C)(C)C1=NN=CO1 5-tert-butyl-1,3,4-oxadiazol